1,2-di-(9Z-octadecenoyl)-sn-Glycero-3-phosphomethylpiperazine C(C=CCCCCCCCCCCCCCCC)(=O)OC[C@@H](OC(C=CCCCCCCCCCCCCCCC)=O)COP(=O)(O)CN1CCNCC1